bis-(2,2,6,6-tetramethyl-4-piperidinyl)sebacate CC1(NC(CC(C1)OC(CCCCCCCCC(=O)OC1CC(NC(C1)(C)C)(C)C)=O)(C)C)C